FC(C)(F)P(=O)(OC1=C(C(=CC(=C1)CCCCC)O)C1CCCC(=C1)C)N[C@@H](C)C(=O)OC methyl ((1,1-difluoroethyl)((6-hydroxy-5'-methyl-4-pentyl-1',2',3',4'-tetrahydro-[1,1'-biphenyl]-2-yl)oxy)phosphoryl)-L-alaninate